COC1=CC=2COCCC=3C=CC=C(NC4=NC=C5C(=NC=C(C#CC2N=C1)C5=C4)NC)N3 14-methoxy-N-methyl-10-oxa-2,16,22,26,29-pentazapentacyclo[18.6.2.13,7.012,17.024,28]nonacosa-1(26),3,5,7(29),12(17),13,15,20,22,24,27-undecaen-18-yn-23-amine